C1(CCCCC1)C[C@H](C(=O)N1CC([C@@](CC1)(O)CN1C(C=C(C(=C1)C(=O)N1CCNCC1)C1CC1)=O)(C)C)C 1-(((R)-1-((R)-3-cyclohexyl-2-methylpropanoyl)-4-hydroxy-3,3-dimethylpiperidin-4-yl)methyl)-4-cyclopropyl-5-(piperazine-1-carbonyl)pyridin-2(1H)-one